CN(C(=S)N(C(=O)N)CC=1OC=CC1)C N,N-Dimethyl-N'-(furan-2-ylmethyl)-thioimidodicarbonic diamide